2,4-difluorochlorobenzyl chloride FC1=C(C(Cl)Cl)C=CC(=C1)F